The molecule is an alpha-amino acid that is alanine substituted at position 3 by a hydroxy group. It has a role as a fundamental metabolite. It is an alpha-amino acid and a polar amino acid. It contains a hydroxymethyl group. It is a conjugate base of a serinium. It is a conjugate acid of a serinate. It is a tautomer of a serine zwitterion. C(C(C(=O)O)N)O